ClCC1=NC(=NO1)CC1CC1 5-(chloromethyl)-3-(cyclopropylmethyl)-1,2,4-oxadiazole